9H-fluoren-9-ylmethyl 4-{[5-(2-chloro-5-cyanophenyl)-1-trityl-1H-indazol-3-yl]carbamoyl}piperidine-1-carboxylate ClC1=C(C=C(C=C1)C#N)C=1C=C2C(=NN(C2=CC1)C(C1=CC=CC=C1)(C1=CC=CC=C1)C1=CC=CC=C1)NC(=O)C1CCN(CC1)C(=O)OCC1C2=CC=CC=C2C=2C=CC=CC12